(1S,3R)-3-amino-N-(4-(5-cyano-2,2-dimethyl-2,3-dihydro-1H-pyrrolizin-7-yl)-5-fluoropyridin-2-yl)cyclohexane-1-carboxamide N[C@H]1C[C@H](CCC1)C(=O)NC1=NC=C(C(=C1)C=1C=C(N2CC(CC12)(C)C)C#N)F